7-(pyridin-2-yl)-3,7-dihydro-4H-pyrrolo[2,3-d]pyrimidin-4-one N1=C(C=CC=C1)N1C=CC2=C1N=CNC2=O